C1(CC1)CN1C=2C3=CN=C(C(O[C@@H](C4=CC(=CC=C4C4=NN(N=C4CC2C=N1)C)F)C)=C3)N (19R)-3-(cyclopropylmethyl)-16-fluoro-10,19-dimethyl-20-oxa-3,4,9,10,11,23-hexaazapentacyclo[19.3.1.02,6.08,12.013,18]pentacosa-1(24),2(6),4,8,11,13,15,17,21(25),22-decaen-22-amine